FC(S(=O)(=O)OC1=C2CC([C@H](C2=C(C=C1)SC(F)(F)F)O)(F)F)(F)F [(1S)-2,2-difluoro-1-hydroxy-7-(trifluoromethylsulfanyl)indan-4-yl] trifluoromethanesulfonate